N-(4-(2-(azetidin-1-yl)ethoxy)-3-(3,5-dimethylisoxazol-4-yl)phenyl)-4-fluorobenzamide N1(CCC1)CCOC1=C(C=C(C=C1)NC(C1=CC=C(C=C1)F)=O)C=1C(=NOC1C)C